Methyl (1R,3S,5R)-2-((2-((5-((tert-butoxycarbonyl)(4,4-difluorocyclohexyl)amino)pentyl)oxy)-6-methylpyridin-3-yl)sulfonyl)-2-azabicyclo[3.1.0]hexane-3-carboxylate C(C)(C)(C)OC(=O)N(CCCCCOC1=NC(=CC=C1S(=O)(=O)N1[C@@H]2C[C@@H]2C[C@H]1C(=O)OC)C)C1CCC(CC1)(F)F